O=C1NC(N(C12CCC2=O)C=2C(=C(C(=O)NC)C=CC2)F)S(=O)(=O)O (8-oxo-6-sulfo-oxo-5,7-diazaspiro[3.4]oct-5-yl)-2-fluoro-N-methylbenzamide